chlorine oxygen [O].[Cl]